ClC1=CC=C2C(CCOC2=C1)CC(=O)OCC Ethyl 2-(7-chlorochroman-4-yl)acetate